Methyl 5-hydroxy-4-iodo-6-oxopyran-2-carboxylate OC1=C(C=C(OC1=O)C(=O)OC)I